O=C1N(C(CC1)=O)OC(=O)OCCOCCNC(OC(C)(C)C)=O tert-butyl (2-(2-((((2,5-dioxopyrrolidin-1-yl)oxy)carbonyl)oxy)ethoxy)ethyl)carbamate